CC=1SC(=CN1)C1=NC(=NC=C1C(F)(F)F)NC1CCN(CC1)S(=O)(=O)CCO 2-[4-[[4-(2-methyl-1,3-thiazol-5-yl)-5-(trifluoromethyl)pyrimidin-2-yl]amino]piperidin-1-yl]sulfonylethanol